C1(=CC=CC=C1)C=1C=C2C=C(N=CC2=CC1)CN 1-(6-Phenylisoquinolin-3-yl)methylamine